7-(2-(2,4-difluorophenoxy)-5-(ethylsulfonamido)phenyl)-N-ethyl-5-methyl-4-oxo-4,5-dihydrothieno[3,2-c]pyridine-2-carboxamide FC1=C(OC2=C(C=C(C=C2)NS(=O)(=O)CC)C=2C3=C(C(N(C2)C)=O)C=C(S3)C(=O)NCC)C=CC(=C1)F